FC1=CC=C(CN2C(C3(NC(C4=C3C=NC=C4)=O)CC2)=O)C=C1 1-(4-fluorobenzyl)spiro[pyrrolidine-3,3'-pyrrolo[3,4-c]pyridine]-1',2(2'H)-dione